BrC=1C(=C(NC=2C3=C(N=CN2)C=CC(=N3)O[C@@H]3CN(CC3)C(=O)OC(C)(C)C)C=CC1OC)F tert-butyl (3S)-3-[4-(3-bromo-2-fluoro-4-methoxy-anilino)pyrido[3,2-d]pyrimidin-6-yl]oxypyrrolidine-1-carboxylate